4-((3-ethyloxetan-3-yl)methoxy)pyridin C(C)C1(COC1)COC1=CC=NC=C1